(R)-7-(7-(8-ethyl-7-fluoro-3-hydroxynaphthalen-1-yl)-8-fluoro-2-(((2R,7aS)-2-fluorohexahydro-1H-pyrrolizin-7a-yl)methoxy)pyrido[4,3-d]pyrimidin-4-yl)-1,3,7-triazaspiro[4.5]decan-2-one C(C)C=1C(=CC=C2C=C(C=C(C12)C1=C(C=2N=C(N=C(C2C=N1)N1C[C@]2(CNC(N2)=O)CCC1)OC[C@]12CCCN2C[C@@H](C1)F)F)O)F